4H-furo[3,2-b]pyrrole-5-carboxamide O1C=CC=2NC(=CC21)C(=O)N